NC1=NC=C(C2=C1C(=C(S2)C2=C(C=C(C=C2)NC(C(=C)CN2CCOCC2)=O)C)C2=CC(=C(C=C2)OC2=NC=CC(=N2)C)F)C=2C=NN(C2)C N-(4-(4-amino-3-(3-fluoro-4-((4-methylpyrimidin-2-yl)oxy)phenyl)-7-(1-methyl-1H-pyrazol-4-yl)thieno[3,2-c]pyridin-2-yl)-3-methylphenyl)-2-(morpholinomethyl)acrylamide